3,3-dimethyl-6-(2-methyl-4-(4H-1,2,4-triazol-3-yl)phenyl)-4-((tetrahydro-2H-pyran-4-yl)methyl)-3,4-dihydropyrazino[2,3-b]pyrazin-2(1H)-one CC1(N(C=2C(=NC=C(N2)C2=C(C=C(C=C2)C2=NN=CN2)C)NC1=O)CC1CCOCC1)C